[Cl-].C[N+](CCCOC(C=C)=O)(C)C N,N,N-Trimethyl-3-[(1-oxo-2-propen-1-yl)oxy]-1-propanaminium chloride